FC=1C=C(C=C(C1F)F)C(C=O)C 2-(3,4,5-trifluorophenyl)propan-1-one